cetyl-glycine C(CCCCCCCCCCCCCCC)NCC(=O)O